FC1=C(C=CC(=C1)F)[C@](CC(=O)NC1(CC1)C1=NC(=NC=C1)NCC(F)(F)F)(C)O (R)-3-(2,4-difluorophenyl)-3-hydroxy-N-(1-(2-((2,2,2-trifluoroethyl)amino)pyrimidin-4-yl)cyclopropyl)butanamide